C(=O)(OC(C)(C)C)NOCC(=O)O bocaminooxyacetic acid